1,3-diamino-4-(trifluoromethoxy)benzene NC1=CC(=C(C=C1)OC(F)(F)F)N